N-isopropyl-2-methylpropan-1,2-diamine C(C)(C)NCC(C)(N)C